7-(2-hydroxy-4,6-dimethyl-phenyl)-2-[rel-(3R)-1-methyl-3-piperidyl]-1,8-naphthyridin-4-ol OC1=C(C(=CC(=C1)C)C)C1=CC=C2C(=CC(=NC2=N1)[C@H]1CN(CCC1)C)O |o1:19|